The molecule is a steroid that consists of androstane having double bonds at positions 1 and 4, two keto groups at positions 3 and 17 and a hydroxy group at position 9. It is a 17-oxo steroid, a 9-hydroxy steroid and a 3-oxo-Delta(1),Delta(4)-steroid. It derives from a hydride of an androstane. C[C@]12CC[C@]3([C@H]([C@@H]1CCC2=O)CCC4=CC(=O)C=C[C@@]43C)O